N[C@@H]1C2=CC=CC=C2CC12CCN(CC2)C=2NC(C1=C(N2)NN=C1C1=CCC(C2=CC=CC=C12)(F)F)=O (S)-6-(1-amino-1,3-dihydrospiro[indene-2,4'-piperidine]-1'-yl)-3-(4,4-difluoro-3,4-dihydronaphthalen-1-yl)-1,5-dihydro-4H-pyrazolo[3,4-d]pyrimidin-4-one